N-(1-(tert-butyl)-6-cyano-4,7-difluoro-1H-benzo[d]imidazol-2-yl)-3,3-dimethylbutyramide C(C)(C)(C)N1C(=NC2=C1C(=C(C=C2F)C#N)F)NC(CC(C)(C)C)=O